1,1-dibutyl-1,5-diazapentane C(CCC)N(CCCN)CCCC